2,2,2-trifluoroethyl (2R,3S)-3-((methylsulfonyl)amino)-2-(((1-(pyrimidin-2-yl)piperidin-4-yl)oxy)methyl)piperidine-1-carboxylate CS(=O)(=O)N[C@@H]1[C@@H](N(CCC1)C(=O)OCC(F)(F)F)COC1CCN(CC1)C1=NC=CC=N1